tert-butyl(6-chloro-4-(4-(difluoromethoxy)phenyl)pyridazin-3-yl)(methyl)carbamate C(C)(C)(C)OC(N(C)C=1N=NC(=CC1C1=CC=C(C=C1)OC(F)F)Cl)=O